N-((R)-1-(3-(difluoromethyl)-2-fluorophenyl)ethyl)-6-((R)-3-fluoropyrrolidin-1-yl)cinnoline-4-amine FC(C=1C(=C(C=CC1)[C@@H](C)NC1=CN=NC2=CC=C(C=C12)N1C[C@@H](CC1)F)F)F